4-((4-oxaspiro[2.4]heptan-6-yl)oxy)-3-nitrobenzenesulfonamide C1CC12OCC(C2)OC2=C(C=C(C=C2)S(=O)(=O)N)[N+](=O)[O-]